7-diphenylamino-4-hydroxy-1-phenyl-3-(2,2,2-trifluoroethan-1-on-1-yl)quinolin C1(=CC=CC=C1)N(C1=CC=C2C(=C(CN(C2=C1)C1=CC=CC=C1)C(C(F)(F)F)=O)O)C1=CC=CC=C1